5-(2,8-dimethyl-[1,2,4]triazolo[1,5-a]pyridin-6-yl)-4-isopropyl-3-methyl-6H-thieno[2,3-b]pyrrole CC1=NN2C(C(=CC(=C2)C2=C(C3=C(N2)SC=C3C)C(C)C)C)=N1